C(C1=C(C=CC2=CC=CC=C12)C)C1=C(C=CC2=CC=CC=C12)C.[K] potassium methylenebis(methylnaphthalene)